5-(4-(2-(4-((1r,3r)-3-((tert-butoxycarbonyl)amino)cyclobutoxy)phenyl)propan-2-yl)phenoxy)pyrimidine-2-carboxylic acid C(C)(C)(C)OC(=O)NC1CC(C1)OC1=CC=C(C=C1)C(C)(C)C1=CC=C(OC=2C=NC(=NC2)C(=O)O)C=C1